1-(2-(4-(2,3-dihydrobenzofuran-5-yl)-1H-imidazol-2-yl)piperidin-1-yl)-2-(methylsulfanyl)propan-1-one ammonium dipersulfate S(=O)(=O)([O-])OOS(=O)(=O)[O-].S(=O)(=O)([O-])OOS(=O)(=O)[O-].[NH4+].O1CCC2=C1C=CC(=C2)C=2N=C(NC2)C2N(CCCC2)C(C(C)SC)=O.[NH4+].[NH4+].[NH4+]